dimethyl-methane phosphonate P(O)(O)=O.CCC